6-chloro-1-(6-(3-fluoro-1-(methylsulfonyl)azetidin-3-yl)pyridin-2-yl)-3-methyl-1H-pyrazolo[4,3-c]pyridine ClC1=CC2=C(C=N1)C(=NN2C2=NC(=CC=C2)C2(CN(C2)S(=O)(=O)C)F)C